ClC=1C(=NC=CC1)N1N=C(C=C1C(=O)NC=1C(=CC=2N(C1C(=O)NOC)N=CC2)C)OCC(F)(F)F 6-(1-(3-Chloropyridin-2-yl)-3-(2,2,2-trifluoroethoxy)-1H-pyrazol-5-carboxamido)-N-methoxy-5-methylpyrazolo[1,5-a]pyridin-7-carboxamid